Tert-butyl 9-((4-(5-amino-6-(2-methoxyethoxy)-2H-indazol-2-yl) piperidin-1-yl) methyl)-3-azaspiro[5.5]undecane-3-carboxylate NC1=CC2=CN(N=C2C=C1OCCOC)C1CCN(CC1)CC1CCC2(CCN(CC2)C(=O)OC(C)(C)C)CC1